iron-aluminum tetracalcium [Ca].[Ca].[Ca].[Ca].[Al].[Fe]